ClC1=CC=CC=2C(CN3C(C12)=NC1=C3C=CC=C1)(C(=O)[O-])CC1OCCC1 1-chloro-5-((tetrahydrofuran-2-yl)methyl)-5,6-dihydrobenzo[4,5]imidazo[2,1-a]isoquinoline-5-carboxylate